diphenyl-(2,4,6-trimethylphenyl)sulfonium C1(=CC=CC=C1)[S+](C1=C(C=C(C=C1C)C)C)C1=CC=CC=C1